pentane-2,4-dicarboxylic acid, bis(trifluoromethyl) ester CC(CC(C)C(=O)OC(F)(F)F)C(=O)OC(F)(F)F